N-((1S)-(4,4-difluorocyclohexyl)(2-(((3R,5R)-2-oxo-5-(trifluoromethyl)piperidin-3-yl)methyl)imidazo[1,2-b][1,2,4]triazin-6-yl)methyl)-1-ethyl-1H-pyrazole-5-carboxamide FC1(CCC(CC1)[C@H](NC(=O)C1=CC=NN1CC)C=1N=C2N(N=C(C=N2)C[C@@H]2C(NC[C@@H](C2)C(F)(F)F)=O)C1)F